ClC1=C(NC2=C(C=CC=C2)CC(=O)O)C(=CC=C1)Cl 2-[2-(2,6-dichloroanilino)phenyl]acetic acid